6-Chlorobenzene ClC1=CC=CC=C1